5-((2-amino-3-fluoropyridin-4-yl)methyl)-3,4-difluoro-2-(phenylamino)-N-(prop-2-yn-1-yl)benzamide NC1=NC=CC(=C1F)CC=1C(=C(C(=C(C(=O)NCC#C)C1)NC1=CC=CC=C1)F)F